3-((S)-2-cyclopentyl-2-hydroxy-2-phenylacetoxy)-1,1-di-methylpyrrolidinium 4-methylbenzenesulfonate CC1=CC=C(C=C1)S(=O)(=O)[O-].C1(CCCC1)[C@@](C(=O)OC1C[N+](CC1)(C)C)(C1=CC=CC=C1)O